Bismuth trineodecanoate C(CCCCCC(C)(C)C)(=O)[O-].C(CCCCCC(C)(C)C)(=O)[O-].C(CCCCCC(C)(C)C)(=O)[O-].[Bi+3]